1-(1,3-Dimethyl-1H-pyrazol-4-yl)-7-methoxy-3-methyl-8-(1-methyl-1H-pyrazol-4-yl)-1,3-dihydroimidazo[4,5-c]-quinolin-2-one CN1N=C(C(=C1)N1C(N(C=2C=NC=3C=C(C(=CC3C21)C=2C=NN(C2)C)OC)C)=O)C